OC1=C(C=C(C=C1)C1(C2=CC=CC=C2C=2C=CC=CC12)C1=CC(=C(C=C1)O)C(C)C)C(C)C 9,9-bis(4-hydroxy-3-iso-propylphenyl)fluorene